C(C1=CC=CC=C1)OC1CCC(CC1)CN1C(N(C(C1(C)C)=O)COCC[Si](C)(C)C)=O 1-(((1r,4r)-4-(benzyloxy)cyclohexyl)methyl)-5,5-dimethyl-3-((2-(trimethylsilyl)ethoxy)methyl)imidazolidine-2,4-dione